C(#N)C1CCN(CC1)S(=O)(=O)C1=CC=C(C=C1)NC(=O)NCC=1C=NC=CC1 1-[4-(4-cyanopiperidine-1-sulfonyl)phenyl]-3-(pyridin-3-ylmethyl)urea